tert-butyl ((1r,4r)-4-((5-bromo-3-(((4,6-dimethyl-2-oxo-1,2-dihydropyridin-3-yl)methyl)carbamoyl)-2-methylphenyl)amino)cyclohexyl)carbamate BrC=1C=C(C(=C(C1)NC1CCC(CC1)NC(OC(C)(C)C)=O)C)C(NCC=1C(NC(=CC1C)C)=O)=O